4-(3-bromo-4-fluorophenyl)-1,2,4-oxadiazol-5(4H)-one BrC=1C=C(C=CC1F)N1C=NOC1=O